O[C@@H](CN(C[C@@H](CCCCCCCCCCCC)O)CCN(CCCN(CCNC[C@@H](CCCCCCCCCCCC)O)C[C@@H](CCCCCCCCCCCC)O)C[C@@H](CCCCCCCCCCCC)O)CCCCCCCCCCCC (13R,27R)-15,18,22-Tris((R)-2-hydroxytetradecyl)-15,18,22,25-tetraazanonatriacontane-13,27-diol